(2-(2-(2-fluoropyridin-3-yl)phenoxy)ethyl)pyridine-2,6-dicarboxamide FC1=NC=CC=C1C1=C(OCCC=2C(=NC(=CC2)C(=O)N)C(=O)N)C=CC=C1